2,2-difluoro-3-((S)-3-oxo-hexahydro-imidazo[1,5-a]pyrazin-2-yl)-propionic Acid Trifluoroacetate Salt FC(C(=O)O)(F)F.FC(C(=O)O)(CN1C(N2[C@@H](CNCC2)C1)=O)F